ClC=1C=CC(=C(C1)C1=CC(=C(N=N1)SCCNC(OC(C)(C)C)=O)NC1=CC(=NC=C1)NC(CCN1CCN(CC1)C)=O)F tert-butyl N-(2-{[6-(5-chloro-2-fluorophenyl)-4-({2-[3-(4-methylpiperazin-1-yl)propanamido]pyridin-4-yl}amino)pyridazin-3-yl]sulfanyl}ethyl)carbamate